OC(CCCCCCCCCCC(=O)OCC(OC(CCCCCCCCCCC(CCCCCC)O)=O)COC(CCCCCCCCCCC(CCCCCC)O)=O)CCCCCC glycerol tris(12-hydroxystearate)